bis(3,5-diisopropyl-4-vinyl-[1,1-biphenyl]-4-yl)butane-2,3-diimine Nickel [Ni].C(C)(C)C1C=C(C=C(C1(C=C)C(C(C(C)=N)=N)C1(C(C=C(C=C1C(C)C)C1=CC=CC=C1)C(C)C)C=C)C(C)C)C1=CC=CC=C1